BrCC(=O)C1CC1 2-Bromo-1-cyclopropylethan-1-one